CC(CO)CC=CC=CC 2-methyloctan-4,6-dien-1-ol